N1CC(CCC1)C1CCN(CC1)C1=CC=C(C=C1)C1C(NC(CC1)=O)=O 3-[4-[4-(3-piperidyl)-1-piperidyl]phenyl]piperidine-2,6-dione